O.Cl.C1=NC=CC=2C(=CC=CC12)S(=O)(=O)N1CCNCC1.C1=NC=CC=2C(=CC=CC12)S(=O)(=O)N1CCNCC1.Cl 1-(isoquinoline-5-sulfonyl)piperazine hydrochloride hemihydrate